ClC(=O)OC(CCCCCCCC)CCCCCCCCC 9-octadecyl chloroformate